The molecule is the hydrochloride salt of promethazine. It has a role as an antipruritic drug, a H1-receptor antagonist, a local anaesthetic, an antiemetic, a sedative, an anti-allergic agent and an anticoronaviral agent. It contains a promethazine(1+). CC(CN1C2=CC=CC=C2SC3=CC=CC=C31)N(C)C.Cl